C(C)(C)(C)OC(NCCOCCOC1=C(C=CC(=C1)CC(=O)NC=1SC(=C(N1)C=1C=C2C=CN(C2=CC1)C(=O)C1CC1)C)F)=O (2-(5-(2-(4-(1-(cyclopropanecarbonyl)indol-5-yl)-5-methylthiazol-2-ylamino)-2-oxoethyl)-2-fluorophenoxy)ethoxy)ethylcarbamic acid tert-butyl ester